NC1=NC=C(C=C1C=1C=C2CCNC(C2=CC1)=O)C1=CC=C(C=C1)N1CCN(CC1)CC 6-(2-amino-5-(4-(4-ethylpiperazin-1-yl)phenyl)pyridin-3-yl)-3,4-dihydroisoquinolin-1(2H)-one